C1(CCC1)N1C(=NC2=C1C=C(C=C2)C(=O)NCCN2CCN(CC2)C2CCCCC2)C2=CC(=C(C(=C2)OC)OC)OC 1-cyclobutyl-N-(2-(4-cyclohexylpiperazin-1-yl)ethyl)-2-(3,4,5-trimethoxyphenyl)-1H-benzo[d]imidazole-6-carboxamide